C(C1=CC=CC=C1)OC(C[C@@H]1O[C@@H]([C@@H]2[C@H]1OC(O2)(C)C)CNC(CC[C@H](NC(=O)OCC2=CC=CC=C2)C(=O)OC(C)(C)C)=O)=O Tert-butyl N5-(((3aR,4R,6S,6aS)-6-(2-(benzyloxy)-2-oxoethyl)-2,2-dimethyltetrahydrofuro[3,4-d][1,3]dioxol-4-yl)methyl)-N2-((benzyloxy)carbonyl)-L-glutaminate